IC=1C(=NN(C1C)COCC[Si](C)(C)C)C#N 4-iodo-5-methyl-1-{[2-(trimethylsilyl)ethoxy]methyl}-1H-pyrazole-3-carbonitrile